[Na+].C(CCCCCCCCCCC)(=O)[O-].[Na+].C(CCCCCCCCCCC)(=O)[O-] sodium laurate Sodium